COC=1[Se]C=CC1 2-methoxyselenophene